C12(CCC(C1)C2)C(=O)N2C[C@H]1OC3=C([C@@H]2C1)C=NC=C3Cl bicyclo[2.1.1]hexan-1-yl((2S,5S)-9-chloro-2,3-dihydro-2,5-methanopyrido[3,4-f][1,4]oxazepin-4(5H)-yl)methanone